1-Methylimino-1,4-thiazinane 1-oxide CN=S1(CCNCC1)=O